N1C=CC2=CC(=CC=C12)NC=1SC=C(N1)C(=O)O 2-(1H-indol-5-ylamino)thiazole-4-carboxylic acid